ClC=1C(=C2C=NNC2=C(C1F)C(=O)N(C)C)C1=CC=2N(C=C1)N=C(C2)NC(=O)[C@H]2[C@H](C2)F 5-chloro-6-fluoro-4-(2-((1S,2S)-2-fluorocyclopropane-1-carboxamido)pyrazolo[1,5-a]pyridin-5-yl)-N,N-dimethyl-1H-indazole-7-carboxamide